3-[[4-amino-8-[trans-4-(2-methoxyethylamino)cyclohexyloxy]-5,5-dimethyl-6H-benzo[H]quinazolin-7-yl]-methyl-amino]propionitrile NC1=NC=NC=2C3=C(CC(C12)(C)C)C(=C(C=C3)O[C@@H]3CC[C@H](CC3)NCCOC)N(CCC#N)C